tert-butyl 3-(heptylcarbamoyl)-4-hydroxypyrrolidine-1-carboxylate C(CCCCCC)NC(=O)C1CN(CC1O)C(=O)OC(C)(C)C